CCCCCCCCCCCC(=O)OC[C@H](COP(=O)([O-])OCC[N+](C)(C)C)OC(=O)CCCCCCC/C=C\CCCCCCC 1-dodecanoyl-2-(9Z-heptadecenoyl)-glycero-3-phosphocholine